3-phenyl-1-propyne C1(=CC=CC=C1)CC#C